C(C(C)(C)C)(=O)OOC(C)CC 2-butyl peroxypivalate